(R)-1-(4-((1-(3-(difluoromethyl)-2-fluorophenyl)ethyl)amino)-2-methyl-7-(4-methylpiperazin-1-yl)pyrido[2,3-d]pyrimidin-6-yl)cyclopropanecarbonitrile FC(C=1C(=C(C=CC1)[C@@H](C)NC=1C2=C(N=C(N1)C)N=C(C(=C2)C2(CC2)C#N)N2CCN(CC2)C)F)F